FC(CS(=O)(=O)NC1=C(C=C(C(=C1)C)OC=1N=C(SC1C1=NC(=NC=C1)N[C@@H]1CNC[C@H](C1)F)C)C)(F)F 2,2,2-Trifluoro-N-[4-[5-[2-[[(3S,5S)-5-fluoro-3-piperidyl]amino]pyrimidin-4-yl]-2-methyl-thiazol-4-yl]oxy-2,5-dimethyl-phenyl]ethanesulfonamide